2-(3-(2-(4-cyanopiperidin-1-yl)ethyl)-2-oxoimidazolidin-1-yl)-4,6-bis(trifluoromethyl)phenyl (4-fluorophenyl)(methyl)carbamate FC1=CC=C(C=C1)N(C(OC1=C(C=C(C=C1C(F)(F)F)C(F)(F)F)N1C(N(CC1)CCN1CCC(CC1)C#N)=O)=O)C